ClC1=C(C(=C2C=NN(C2=C1)C1OCCCC1)B1OC(C(O1)(C)C)(C)C)CCCCC(=O)OCC ethyl 5-(6-chloro-1-(tetrahydro-2H-pyran-2-yl)-4-(4,4,5,5-tetramethyl-1,3,2-dioxaborolan-2-yl)-1H-indazol-5-yl)pentanoate